(rac)-((1S,2R,4R)-2-((tert-butyldiphenylsilyl)methyl)-2-methylbicyclo[2.1.1]hexan-1-yl)(naphthalen-2-yl)methanone [Si](C1=CC=CC=C1)(C1=CC=CC=C1)(C(C)(C)C)C[C@]1(C2(CC(C1)C2)C(=O)C2=CC1=CC=CC=C1C=C2)C |r|